CN1C(C(=C(C2=CC=CC=C12)N1CCC(CC1)C=1OC2=C(N1)C=CC(=C2)C2COC2)C#N)=O 1-Methyl-4-{4-[6-(oxetan-3-yl)-1,3-benzooxazol-2-yl]piperidin-1-yl}-2-oxo-1,2-dihydroquinoline-3-carbonitrile